ClC1=CC=CC(=N1)OCCN(C)CC=1C=C(C=CC1)C#CC1=C2C=C(N=CC2=C(N=C1)NC)NC(=O)C1CC1 N-(5-((3-(((2-((6-chloropyridin-2-yl)oxy)ethyl)(methyl)amino)methyl)phenyl)ethynyl)-8-(methylamino)-2,7-naphthyridin-3-yl)cyclopropanecarboxamide